COC1=C2C(=NC=C1)C1(OC2)COCC1 4'-Methoxy-4,5-Dihydro-2H,5'H-Spiro[Furan-3,7'-Furo[3,4-b]Pyridine]